N1(N=CC=C1)CC1=C(C=C(C(=O)NS(=O)(=O)C2=C(C=CC(=C2)O)OC)C=C1)OC 4-((1H-pyrazol-1-yl)methyl)-N-((5-hydroxy-2-methoxyphenyl)sulfonyl)-3-methoxybenzamide